[I-].C[N+]1=C(C=CC=C1)C=C N-methyl-2-vinyl-pyridinium iodide